1,1,1-trifluoro-3-buten-2-one FC(C(C=C)=O)(F)F